C1(=CC=CC=C1)C1(C=CC2=C(O1)C1=CC(=CC=C1C(=C2C(=O)OC)C2=CC=CC=C2)OCCO)C2=CC=CC=C2 2,2-diphenyl-5-methoxycarbonyl-6-phenyl-9-(2-hydroxyethoxy)-2H-naphtho[1,2-b]pyran